7'-chlorospiro[cyclopropane-1,3'-indolin]-2'-one ClC=1C=CC=C2C3(C(NC12)=O)CC3